(S)-1-(2-((tert-butyldimethylsilyl)oxy)propyl)-3-methyl-1H-pyrazole-5-carboxylate [Si](C)(C)(C(C)(C)C)O[C@H](CN1N=C(C=C1C(=O)[O-])C)C